ClC1=CC(=CN=N1)C=1C(=NC=C(N1)C1=CC(=CC=C1)O)N\C(\C(=O)O)=C/C=1OC=CC1 (Z)-2-((3-(6-chloropyridazin-4-yl)-5-(3-hydroxyphenyl)pyrazin-2-yl)amino)-3-(furan-2-yl)acrylic acid